perfluoro-methyldibutylamine FC(C(C(C(F)(F)F)(F)F)(F)F)(N(C(C(C(C(F)(F)F)(F)F)(F)F)(F)F)C(F)(F)F)F